tert-butyl N-[3,5-dichloro-2-[(2S)-tetrahydropyran-2-yl]thieno[3,2-b]pyridin-7-yl]-N-[(2-fluorophenyl)methyl]carbamate ClC1=C(SC=2C1=NC(=CC2N(C(OC(C)(C)C)=O)CC2=C(C=CC=C2)F)Cl)[C@H]2OCCCC2